4-(3-amino-5-methylphenyl)-1-(4-(3,4-dichlorophenyl)-5-(isopropylthio)thiazol-2-yl)-3-methyl-1H-pyrazole-5-carboxylic acid NC=1C=C(C=C(C1)C)C=1C(=NN(C1C(=O)O)C=1SC(=C(N1)C1=CC(=C(C=C1)Cl)Cl)SC(C)C)C